6-(Difluoromethoxy)thiazolo[5,4-b]pyridin-2-amine FC(OC=1C=C2C(=NC1)SC(=N2)N)F